(R)-3-(2-hydroxy-7-azaspiro[3.5]nonan-7-yl)-10-methyl-9,10,11,12-tetrahydro-8H-[1,4]diazepino[5',6':4,5]thieno[3,2-f]quinolin-8-one OC1CC2(C1)CCN(CC2)C2=NC=1C=CC3=C(C1C=C2)C2=C(S3)C(N[C@@H](CN2)C)=O